5-{[(2,2-Dimethylpropanoyl)amino]methyl}-2-(trifluoromethyl)-N-{1-[3-(trifluoromethyl)phenyl]-1H-indazol-4-yl}benzamide CC(C(=O)NCC=1C=CC(=C(C(=O)NC2=C3C=NN(C3=CC=C2)C2=CC(=CC=C2)C(F)(F)F)C1)C(F)(F)F)(C)C